C(C1=CC=CC=C1)OC(=O)N1CCN(CC1)S(=O)(=O)C1=CC=C(C=C1)N1C(CC(C1)N(CCCO)C(=O)OC(C)(C)C)=O.C1(=CC=CC=C1)CCC=O 3-phenylpropanal Benzyl-4-[4-[4-[tert-butoxycarbonyl(3-hydroxypropyl)amino]-2-oxo-pyrrolidin-1-yl]phenyl]sulfonylpiperazine-1-carboxylate